2-[(2S)-2-aminopropyl]-3,5-dichloro-N-[(thiophen-2-yl)methyl]thieno[3,2-b]pyridin-7-amine N[C@H](CC1=C(C2=NC(=CC(=C2S1)NCC=1SC=CC1)Cl)Cl)C